OC(C\C=C/CCC(=O)O)C(C\C=C/C\C=C/C\C=C/C\C=C/CC)O (±)-7,8-dihydroxydocosa-4Z,10Z,13Z,16Z,19Z-pentaenoic acid